C1(CC1)COC1=CC=C(N=N1)C(C(=O)N)(C)N1C[C@@H](C(CC1)(F)F)C1=NNC(C=C1)=O (6-(cyclopropylmethoxy)pyridazin-3-yl)-2-((R)-4,4-difluoro-3-(6-oxo-1,6-dihydropyridazin-3-yl)piperidin-1-yl)propanamide